C1(CCC1)CN1C(N(CC12CCC(CC2)(C2=CC=CC=C2)N(C)C)C2=C(C#N)C=CC(=C2)S(=O)(=O)C)=O cis-2-[1-(cyclobutyl-methyl)-8-dimethylamino-2-oxo-8-phenyl-1,3-diazaspiro[4.5]decan-3-yl]-4-methylsulfonyl-benzonitrile